8-bromo-2-(methylsulfinyl)-N-(4-(pyridin-2-yl)benzyl)pyrazolo[1,5-a][1,3,5]triazin BrC=1C=NN2C1N(C(N=C2)S(=O)C)CC2=CC=C(C=C2)C2=NC=CC=C2